2-chloro-4-(dibenzo[b,d]thiophene-4-yl)-6-phenyl-1,3,5-triazine ClC1=NC(=NC(=N1)C1=CC=CC2=C1SC1=C2C=CC=C1)C1=CC=CC=C1